C(C(=C)C)(=O)OCCC[Si](OCC)(OCC)C γ-Methacryloxypropyl-methyldiethoxysilane